ethyl-6-(2-(3-fluoropyrrolidin-1-yl)-2-oxoethyl)-8-methylimidazo[1,2-c]pyrimidin-5(6H)-one C(C)C=1N=C2N(C(N(C=C2C)CC(=O)N2CC(CC2)F)=O)C1